2-hydroxymethyl-propanol OCC(CO)C